2-methoxy-6-(1-methylpiperidin-4-yl)-1H-benzo[d]Imidazole COC1=NC2=C(N1)C=C(C=C2)C2CCN(CC2)C